1-(non-8-yn-1-yl)-1H-pyrazole-5-carboxylic acid C(CCCCCCC#C)N1N=CC=C1C(=O)O